sulfonyl-diphenyl mercaptan S(=O)(=O)(C1=C(C=CC=C1)S)C1=C(C=CC=C1)S